(R)-5-{4-[4-(1H-indol-2-yl)piperidine-1-carbonyl]phenyl}-5-isopropylimidazolidine-2,4-dione N1C(=CC2=CC=CC=C12)C1CCN(CC1)C(=O)C1=CC=C(C=C1)[C@@]1(C(NC(N1)=O)=O)C(C)C